2',6',8-trifluoro-5-methoxy[1,2,4]triazolo[1,5-c]pyrimidine-2-sulphonanilide FC1=C(NS(=O)(=O)C2=NN3C(=NC=C(C3=N2)F)OC)C(=CC=C1)F